NC(=O)N trans-urea